(3-(benzofuran-5-yl)-6-chloropyrazin-2-yl)piperidine-4-carboxylic acid ethyl ester C(C)OC(=O)C1CCN(CC1)C1=NC(=CN=C1C=1C=CC2=C(C=CO2)C1)Cl